CC1=CN=C(C(=N1)C(=O)N)NC1=CC(=CC=C1)CCNC(C(C)NC)=O 6-methyl-3-((3-(2-(2-(methylamino)propanamido)ethyl)phenyl)amino)pyrazine-2-carboxamide